8-ethoxyquinazolin-4(3H)-one C(C)OC=1C=CC=C2C(NC=NC12)=O